FC(F)(F)[Si](CC)(CC)CC trifluoromethyl-triethyl-silane